5-(trifluoromethyl)-1H-pyrazole-4-carboxylate hydrochloride Cl.FC(C1=C(C=NN1)C(=O)O)(F)F